(4-amino-7-fluoroimidazo[1,5-a]quinoxalin-8-yl)((2S,4aS,9aR)-7-(1-(difluoromethyl)-1H-pyrazol-4-yl)-8-fluoro-2-methyl-2,3,9,9a-tetrahydroindeno[2,1-b][1,4]oxazin-4(4aH)-yl)methanone NC=1C=2N(C3=CC(=C(C=C3N1)F)C(=O)N1[C@@H]3[C@H](O[C@H](C1)C)CC=1C(=C(C=CC13)C=1C=NN(C1)C(F)F)F)C=NC2